CN(CCOC=1C=CC(=C(C(=O)NC2(CC2)C2=CC=CC3=CC=C(C=C23)F)C1)C)C 5-(2-(Dimethylamino)ethoxy)-N-(1-(7-fluoronaphthalen-1-yl)cyclopropyl)-2-methylbenzamide